C1(CC1)C([C@@H](C(=O)NC=1C=NN(C1)C(C)C=1N(N=NC1)CCOC)NC(=O)C=1N(N=CC1)C(C)C)C1CC1 N-[(1S)-1-(dicyclopropyl-methyl)-2-[[1-[1-[3-(2-methoxyethyl)triazol-4-yl]ethyl]pyrazol-4-yl]amino]-2-oxo-ethyl]-2-isopropyl-pyrazole-3-carboxamide